S(=O)(=O)([O-])[O-].C(C1=C(C=CC2=CC=CC=C12)C)C1=C(C=CC2=CC=CC=C12)C.[Na+].[Na+] sodium methylenebis(methylnaphthalene) sulfate